N1N=CC2=CC=CC(=C12)C(=O)N 1H-indAzole-7-carboxamide